CC1=C(C=C(C(=O)NC=2C=NN(C2C)CC(C)C)C=C1)C#CC=1C=NC=CC1 4-methyl-N-[5-methyl-1-(2-methylpropyl)-1H-pyrazol-4-yl]-3-[2-(pyridin-3-yl)ethynyl]benzamide